(methyl)sulfenamide CSN